(R)-(-)-3,3-dimethyl-1,2-butanediol CC([C@H](CO)O)(C)C